N-(2-(4,4-difluoropiperidin-1-yl)-6-methoxy-7-(3-(pyrrolidin-1-yl)prop-1-yn-1-yl)quinazolin-4-yl)-5-methyloxazol-2-amine FC1(CCN(CC1)C1=NC2=CC(=C(C=C2C(=N1)NC=1OC(=CN1)C)OC)C#CCN1CCCC1)F